C1(CCCCC1)C1=NC(=CC2=C1NCN(C2=O)[C@H](CO)C)C2=NC=C(C=C2)C(F)(F)F (S)-8-cyclohexyl-3-(1-hydroxypropan-2-yl)-6-(5-(trifluoromethyl)pyridin-2-yl)-2,3-dihydropyrido[3,4-d]Pyrimidin-4(1H)-one